5-chloro-4-(9-fluoro-1-methyl-1,2,3,4-tetrahydrobenzo[4,5]imidazo[1,2-a]pyrimidin-7-yl)-N-(1-methylpiperidin-4-yl)pyrimidin-2-amine ClC=1C(=NC(=NC1)NC1CCN(CC1)C)C1=CC2=C(N=C3N2CCCN3C)C(=C1)F